CC1=CC=CC=C1C=C O-methylstyrene